6-methoxy-1,2-dimethyl-3,4-dihydroisoquinoline COC=1C=C2CCN(C(C2=CC1)C)C